(R)-5-ethyl-N-((S)-5-methyl-4-oxo-2,3,4,5-tetrahydrobenzo[b][1,4]oxazepin-3-yl)-5,6,7,8-tetrahydro-[1,2,4]triazolo[1,5-a]pyridine-2-carboxamide C(C)[C@@H]1CCCC=2N1N=C(N2)C(=O)N[C@@H]2C(N(C1=C(OC2)C=CC=C1)C)=O